4-acetoxyacetanilide CC(=O)NC1=CC=C(C=C1)OC(=O)C